6-Ethyl-benzaldehyde C(C)C1=CC=CC=C1C=O